C(CCCCCCCCCCCCC)C([C@@H](NC(CO)=O)C(=O)O)(C(=O)O)CCCCCCCCCCCCCC ditetradecyl-(2-hydroxyacetyl)-D-aspartic acid